C(C)(C)(C)OC(N[C@@H](C(N1CCN(CC1)C1=CC(=CC=C1)OC(F)(F)F)=O)COC)=O (R)-tert-butyl(3-methoxy-1-oxo-1-(4-(3-(trifluoromethoxy)phenyl)piperazin-1-yl)propan-2-yl)carbamate